N1(C=NC=C1)CCCCSC=1NC2=CC=C(C=C2CN1)Cl 2-((4-(1H-imidazol-1-yl)butyl)thio)-6-chloro-1,4-dihydroquinazoline